(2S)-N-(1-(4-(bicyclo[2.2.2]oct-1-ylmethoxy)phenyl)-2-methoxy-2-methylpropyl)-2-phenylpropionamide C12(CCC(CC1)CC2)COC2=CC=C(C=C2)C(C(C)(C)OC)NC([C@@H](C)C2=CC=CC=C2)=O